5-fluoro-8-methylene-5,6,7,8-tetrahydroquinoline-5-carboxylic acid FC1(C=2C=CC=NC2C(CC1)=C)C(=O)O